FC(C(C(C(C(C(C(C(F)(F)F)(F)F)(F)F)(F)F)(F)F)(F)F)(F)F)(S(=O)[O-])F.[Na+] sodium perfluorooctyl-sulfinate